4-(5-Fluoro-2-((1-(1-pivaloylpiperidin-4-yl)-1H-pyrazol-4-yl)amino)pyrimidin-4-yl)benzoic Acid FC=1C(=NC(=NC1)NC=1C=NN(C1)C1CCN(CC1)C(C(C)(C)C)=O)C1=CC=C(C(=O)O)C=C1